N-(2-(4-benzylpiperidin-1-yl)ethyl)-N-(4-fluorophenyl)acetamide 4-(methoxymethyl)cyclohexane-1-carboxylate COCC1CCC(CC1)C(=O)O.C(C1=CC=CC=C1)C1CCN(CC1)CCN(C(C)=O)C1=CC=C(C=C1)F